2-(bicyclo[4.2.0]octan-1(6),2,4-triene-3-yl)acetic acid C1=2C=C(C=CC2CC1)CC(=O)O